trihydroxynaphthalenecarboxylic acid OC1=C(C(=C(C2=CC=CC=C12)C(=O)O)O)O